tert-butyl(2-(4-(2-amino-3,5-dicyano-6-mercapto-pyridin-4-yl)phenoxy)ethyl)carbamate C(C)(C)(C)OC(NCCOC1=CC=C(C=C1)C1=C(C(=NC(=C1C#N)S)N)C#N)=O